(5R)-3-Bromo-5-methyl-5-[(3S)-3-methyl-1-[[3-(trifluoromethyl)phenyl]methyl]-2,4-dihydroquinolin-3-yl]-4H-isoxazole BrC1=NO[C@](C1)([C@@]1(CN(C2=CC=CC=C2C1)CC1=CC(=CC=C1)C(F)(F)F)C)C